C1(CC1)NC=1SC=C(N1)C(=O)NC1=CC(=CC=C1)NS(=O)(=O)C 2-(cyclopropylamino)-N-(3-(methylsulfonamido)phenyl)thiazole-4-carboxamide